BrC1=CC=C2C(C=C(OC2=C1)C(=O)NC=1SC(=NN1)C(C)C)=O 7-bromo-4-oxo-N-(5-propan-2-yl-1,3,4-thiadiazol-2-yl)chromene-2-carboxamide